BrC=1C(=NC(=NC1)NC1=C(C=C(C(=C1)C=1C=NN(C1)C)N1CCOCC1)OC)NC1=C(C=CC=C1)CS(=O)(=O)N 2-((5-bromo-2-((2-methoxy-5-(1-methyl-1H-pyrazol-4-yl)-4-morpholinophenyl)amino)pyrimidin-4-yl)amino)phenylmethanesulfonamide